1-benzylcyclobutyl ((S)-1-(((S)-4-hydroxy-3-oxo-1-((S)-2-oxopyrrolidin-3-yl)butan-2-yl)amino)-4-methyl-1-oxopentan-2-yl)carbamate OCC([C@H](C[C@H]1C(NCC1)=O)NC([C@H](CC(C)C)NC(OC1(CCC1)CC1=CC=CC=C1)=O)=O)=O